1-(1-methyl-1H-tetrazol-5-yl)-2-((6-phenylpyridin-2-yl)methoxy)-1H-benzo[d]imidazole CN1N=NN=C1N1C(=NC2=C1C=CC=C2)OCC2=NC(=CC=C2)C2=CC=CC=C2